ClC=1C=C2C(NC(=NC2=CC1)CN1CC2=CC=CC=C2CC1)=O 6-chloro-2-(3,4-dihydro-1H-isoquinolin-2-ylmethyl)-3H-quinazolin-4-one